N-{3-oxo-3-[(1R,3R,5S)-3-[(1-oxo-1,2-dihydroisoquinolin-6-yl)amino]-8-azabicyclo[3.2.1]octan-8-yl]propyl}-1H-pyrrole-2-carboxamide O=C(CCNC(=O)C=1NC=CC1)N1[C@H]2CC(C[C@@H]1CC2)NC=2C=C1C=CNC(C1=CC2)=O